Monomethylarsonous acid C[As](O)O